chloro-4-fluoro-1H-indazole ClN1N=CC2=C(C=CC=C12)F